C(=O)(O)CNC1C=2N(CCC1)N=C(C2)C(=O)NC=2C(=C(C=CC2)C2=C(C(=CC=C2)NC(=O)C2=CC(=C(CNCC(=O)O)C(=C2)OC)F)Cl)Cl 2-((4-((3'-(4-((carboxymethyl)amino)-4,5,6,7-tetrahydropyrazolo[1,5-a]pyridine-2-carboxamido)-2,2'-dichloro-[1,1'-biphenyl]-3-yl)carbamoyl)-2-fluoro-6-methoxybenzyl)amino)acetic acid